C(C)(C)C1=C(C(=CC(=C1)C(C1=CC=CC=C1)C1=CC=CC=C1)C(C)C)N=C1C(C2=CC=C(C3=CC=CC1=C23)C2=CC=CC=C2)=NC2=C(C=C(C=C2C(C)C)C(C2=CC=CC=C2)C2=CC=CC=C2)C(C)C N,N'-bis(2,6-diisopropyl-4-benzhydryl-phenyl)-5-phenyl-acenaphthene-1,2-diimine